hexamethyldisilazanediazonium C[Si](N([Si]([N+]#N)(C)C)C)(C)C